ClC1=NC=C(C(=N1)C1=NC=NN1C)OC 2-chloro-5-methoxy-4-(1-methyl-1H-1,2,4-triazol-5-yl)pyrimidine